FC1=CC=C(C=C1)C(CN1C[C@@H](N(C[C@H]1C)C1=CC(N(C=2C=CC(=NC12)C#N)C)=O)C)O 8-((2S,5R)-4-(2-(4-fluorophenyl)-2-hydroxyethyl)-2,5-dimethylpiperazin-1-yl)-5-methyl-6-oxo-5,6-dihydro-1,5-naphthyridine-2-carbonitrile